OCC1=CC=C(S1)C1=CC=2N(C=C1)C(=NN2)C(=O)NC=2C(=NC=C(C2)NC(CN2[C@@H](CCC2)C)=O)C (R)-7-(5-(hydroxymethyl)thiophen-2-yl)-N-(2-methyl-5-(2-(2-methylpyrrolidin-1-yl)acetamido)pyridin-3-yl)-[1,2,4]triazolo[4,3-a]pyridine-3-carboxamide